tert-butyl (E)-4,4-difluoro-4-(2-methoxypyridin-4-yl)but-2-enoate FC(/C=C/C(=O)OC(C)(C)C)(C1=CC(=NC=C1)OC)F